(Z)-9-(cyclopropylmethyl)-2-(6-(2-fluoro-2-(1-(pyridazin-4-yl)-1H-pyrazol-3-yl)vinyl)-3-phenoxy-2-(trifluoromethyl)phenyl)-2,9-diazaspiro[5.5]undecane C1(CC1)CN1CCC2(CCCN(C2)C2=C(C(=CC=C2\C=C(\C2=NN(C=C2)C2=CN=NC=C2)/F)OC2=CC=CC=C2)C(F)(F)F)CC1